3-(5-(piperazin-1-yl)-1H-indazol-1-yl)piperidine-2,6-dione, trifluoroacetic acid salt FC(C(=O)O)(F)F.N1(CCNCC1)C=1C=C2C=NN(C2=CC1)C1C(NC(CC1)=O)=O